OC1=CC=C2NC=C(C[C@@H](N)C(=O)O)C2=C1 5-Hydroxy-D-Tryptophan